3-(5-(8-Cyclobutoxy-4-(pyrrolidin-1-ylmethyl)-1,5-naphthyridin-2-yl)-1-oxoisoindolin-2-yl)piperidine-2,6-dione C1(CCC1)OC=1C=CN=C2C(=CC(=NC12)C=1C=C2CN(C(C2=CC1)=O)C1C(NC(CC1)=O)=O)CN1CCCC1